ClC=1C=C(C=CC1)C(C(OC(=O)N[C@H](C(=O)OC)CC1=CC(=C(C=C1)Cl)Cl)C1=CC=CC=C1)(C)C methyl (2S)-2-(((2-(3-chlorophenyl)-2-methyl-1-phenylpropoxy) carbonyl)amino)-3-(3,4-dichlorophenyl)propanoate